2-chloro-N-(1-(tetrahydro-2H-pyran-4-yl)-1H-pyrazol-4-yl)-5-(trifluoromethyl)pyrimidin-4-amine ClC1=NC=C(C(=N1)NC=1C=NN(C1)C1CCOCC1)C(F)(F)F